BrC1=C(C=C(C2=C1CCO2)C2=CC=C(C=C2)C(C)C)NC(C)=O N-(4-bromo-7-(4-isopropylphenyl)-2,3-dihydrobenzofuran-5-yl)acetamide